2-amino-3,3-difluorocyclohexan-1-ol 2,2,2-trifluoroacetate FC(C(=O)O)(F)F.NC1C(CCCC1(F)F)O